tributyl-(5-hexylthiophen-2-yl)stannane C(CCC)[Sn](C=1SC(=CC1)CCCCCC)(CCCC)CCCC